ClCC1=NC(=NO1)C1CCCCC1 5-(chloromethyl)-3-cyclohexyl-1,2,4-oxadiazole